(S)-4-amino-N-(6-cyclopropyl-2,3-dihydrobenzofuran-3-yl)-7-fluoro-N-methylimidazo[1,5-a]quinoxaline-8-carboxamide NC=1C=2N(C3=CC(=C(C=C3N1)F)C(=O)N(C)[C@@H]1COC3=C1C=CC(=C3)C3CC3)C=NC2